phospho-sodium P(=O)(=O)[Na]